3-((5-(5-(7-Ethyl-7H-imidazo[4,5-c]pyridazin-4-yl)-2-fluorophenyl)-6-methoxy-1H-indazol-1-yl)methyl)-5-methylisoxazole C(C)N1C=NC2=C1N=NC=C2C=2C=CC(=C(C2)C=2C=C1C=NN(C1=CC2OC)CC2=NOC(=C2)C)F